(morpholin-4-yl)propan-2-ol N1(CCOCC1)CC(C)O